CC=1N=C(SC1C)[C@H](CC1=CC=C(C=C1)NS(O)(=O)=O)NC([C@H](CC1=CC=CC=C1)NC(=O)OC)=O 4-{(S)-2-(4,5-Dimethylthiazol-2-yl)-2-[(S)-2-(methoxycarbonylamino)-3-phenyl-propanamido]ethyl}phenylsulfamic acid